(E)-3-[2,2-dimethyl-8-(pyridin-4-yl)-2H-chromen-6-yl]-N-(4-methoxyphenyl)acrylamide CC1(OC2=C(C=C(C=C2C=C1)/C=C/C(=O)NC1=CC=C(C=C1)OC)C1=CC=NC=C1)C